C(C)C=1C=C(C=NC1C)NC(C(=O)N1C(CCC(C1)C)C1=CC=C(C=C1)F)=O N-(5-ethyl-6-methylpyridin-3-yl)-2-(2-(4-fluorophenyl)-5-methylpiperidin-1-yl)-2-oxoacetamide